C(C1=CC=CC=C1)OC1=NC(=CC=C1C=1C=NC(=CC1)N1CCC(CC1)CO)OCC1=CC=CC=C1 {1-[2',6'-bis(benzyloxy)-[3,3'-bipyridine]-6-yl]Piperidin-4-yl}methanol